L-(-)-α-Amino-ε-caprolactam hydrochloride C1CCNC(=O)[C@H](C1)N.Cl